C(C)(C)NS(=O)(=O)C1=CC2=CC=CC(=C2C=C1)C1=CC=C(C=C1)C(F)(F)F N-isopropyl-5-(4-(trifluoromethyl)phenyl)naphthalene-2-sulfonamide